C1(CC1)C1=CNC=2N=C(N=C(C21)OC=2C=C(C=CC2)NC(C=C)=O)NC2=CC(=C(C=C2)N2CCN(CC2)C)F N-(3-((5-cyclopropyl-2-((3-fluoro-4-(4-methylpiperazin-1-yl)phenyl)amino)-7H-pyrrolo[2,3-d]pyrimidin-4-yl)oxy)phenyl)acrylamide